ClC1(C=CN=C2N1NC=C2)O 7-chloropyrazolo[1,5-a]pyrimidine-7-ol